CC1=NC2=CC=CC=C2C(=N1)C(=O)NC(C)C1=CC=C(C=C1)C 2-methyl-N-(1-(p-tolyl)ethyl)quinazoline-4-carboxamide